COCCOCCOCCOC triethyleneglycol e-dimethyl ether